C(C)(C)(C)C=1OCCN1 2-(t-butyl)oxazoline